ClC1=C(C=C(C=C1)[C@H]1[C@H](O)[C@@H](O)[C@H](O)[C@H](O1)CO)CC1=CC=C(C=C1)O[C@@H]1COCC1 (1S)-1,5-anhydro-1-(4-chloro-3-[4-[(3S)-tetrahydrofuran-3-yloxy]benzyl]phenyl)-D-glucitol